NC=1C(=NC(=C(C1)Br)OC)NC1=CC(=C(C#N)C=C1)N1N=C(C=C1C)OC(F)F 4-[(3-amino-5-bromo-6-methoxy-2-pyridyl)amino]-2-[3-(difluoromethoxy)-5-methyl-pyrazol-1-yl]benzonitrile